2,4,6-tri(2,4-xylyl)-1,3,5-triazine C1(=C(C=C(C=C1)C)C)C1=NC(=NC(=N1)C1=C(C=C(C=C1)C)C)C1=C(C=C(C=C1)C)C